CN1CC2CCC(C1)N2C2C(CNC2)O 4-(3-methyl-3,8-diazabicyclo[3.2.1]octan-8-yl)pyrrolidin-3-ol